5-phenylpicolinonitrile C1(=CC=CC=C1)C=1C=CC(=NC1)C#N